C1(=CC=CC=C1)NC=1SC(=NN1)C1=C(C=CC=C1)C N-phenyl-5-o-tolyl-1,3,4-thiadiazol-2-amine